C1(=CC=CC2=CC=CC=C12)C1=NSC(=C1)N 3-(naphthalen-1-yl)isothiazol-5-amine